1-{4-[4-(aminomethyl)-2-fluorophenyl]piperazin-1-yl}ethan-1-one NCC1=CC(=C(C=C1)N1CCN(CC1)C(C)=O)F